CNC1=CC(=CC=C1)N1C2=NC(=NC(=C2N=C1)NN=CC1=CC(=CC=C1)C)N1CCOCC1 Methyl-3-(6-(2-(3-methylbenzylidene)hydrazinyl)-2-morpholino-9H-purin-9-yl)aniline